6-((2,6-dimethyl-pyrimidin-4-yl)amino)-N-ethoxy-4-((3-(6-fluoropyridin-3-yl)-2-methoxyphenyl)amino)nicotinamide CC1=NC(=CC(=N1)NC1=NC=C(C(=O)NOCC)C(=C1)NC1=C(C(=CC=C1)C=1C=NC(=CC1)F)OC)C